6-(naphthalen-1-yl)quinazoline C1(=CC=CC2=CC=CC=C12)C=1C=C2C=NC=NC2=CC1